4-methoxy-N-methyl-N-allyltryptamine COC=1C=CC=C2NC=C(CCN(CC=C)C)C12